Methyl-6-(trifluoromethyl)pyridazine-4-carboxylic acid CC=1N=NC(=CC1C(=O)O)C(F)(F)F